C[C@H]1N(CCCC1)CCO (R)-2-(2-methylpiperidin-1-yl)ethan-1-ol